[Rh].[Pd].[Ti] titanium palladium-rhodium